(S)-5-(3-hydroxybut-1-yn-1-yl)-2-methoxybenzoic acid O[C@H](C#CC=1C=CC(=C(C(=O)O)C1)OC)C